5-[(1Z)-4,8-Dimethylnona-1,7-dienyl]benzene-1,3-diol CC(C\C=C/C=1C=C(C=C(C1)O)O)CCC=C(C)C